tert-butyl (S)-3-(4-(4-((S)-3-((tert-butoxycarbonyl)amino)piperidin-1-yl)-6-chloropyridin-3-yl)-1H-pyrazol-1-yl)pyrrolidin-1-carboxylate C(C)(C)(C)OC(=O)N[C@@H]1CN(CCC1)C1=C(C=NC(=C1)Cl)C=1C=NN(C1)[C@@H]1CN(CC1)C(=O)OC(C)(C)C